di-tert-butyl-(2R,4R)-4-((4-(azetidin-1-yl)-6-((1-(tert-butyl)-5-methyl-1H-pyrazol-3-yl)amino)-3-fluoropyridin-2-yl)methyl)-2-methylpiperidine-1,4-dicarboxylic acid C(C)(C)(C)C1[C@](N(CC[C@@]1(C(=O)O)CC1=NC(=CC(=C1F)N1CCC1)NC1=NN(C(=C1)C)C(C)(C)C)C(=O)O)(C)C(C)(C)C